N1(N=CN=C1)C=C1CC=C(C#N)C=C1 4-(1H-1,2,4-triazolylmethylene)benzonitrile